ClC1(CC=CC=2OC3=C(C21)C=CC=C3)C3=CC=CC=2OC1=C(C23)C=CC=C1 1-chloro-3,4'-bidibenzo[b,d]furan